Tert-Butyl ((4-hydroxylpiperid-4-yl)methyl)carbamate OC1(CCNCC1)CNC(OC(C)(C)C)=O